ClC1=NC2=CC=CC=C2C=C1C#CC1=C(C=CC=C1F)F 2-chloro-3-((2,6-difluorophenyl)ethynyl)quinoline